BrC1=CN=C(S1)C(C)=O 1-(5-bromothiazol-2-yl)ethanone